(3R,6S,9aS)-1-((E)-3-(benzo[d]thiazol-2-yl)acryloyl)-3,6-diisobutyl-8-(tetrahydro-2H-pyran-4-yl)tetrahydropyrazino[2,1-c][1,2,4]oxadiazine-4,7(3H,6H)-dione S1C(=NC2=C1C=CC=C2)/C=C/C(=O)N2O[C@@H](C(N1[C@@H]2CN(C([C@@H]1CC(C)C)=O)C1CCOCC1)=O)CC(C)C